tert-butyl 7-oxo-3,4,6,8,9,9a-hexahydro-1H-pyrido[1,2-a]pyrazine-2-carboxylate O=C1CCC2N(CCN(C2)C(=O)OC(C)(C)C)C1